(R)-2-Hydroxy-N-(1-(6-(3-methoxytetrahydrofuran-3-yl)-4-(oxetan-3-ylmethoxy)pyridin-2-yl)-3-methyl-1H-pyrazolo[4,3-c]pyridin-6-yl)acetamide OCC(=O)NC1=CC2=C(C=N1)C(=NN2C2=NC(=CC(=C2)OCC2COC2)[C@]2(COCC2)OC)C